C(C)(C)(C)C1=CC=C(C(=N1)OC1=C(C=C(C=C1C)C)C)C(=O)NS(=O)(=O)C1=CC(=CC=C1)OC 6-tert-Butyl-N-(3-methoxyphenyl)sulfonyl-2-(2,4,6-trimethylphenoxy)pyridin-3-carboxamid